ClC1=CC(=C(C=C1F)N1CCC(=CC1)C1=C(C=C(C=C1)NC1C(NC(CC1)=O)=O)F)F 3-((4-(1-(4-chloro-2,5-difluorophenyl)-1,2,3,6-tetrahydropyridin-4-yl)-3-fluorophenyl)amino)piperidine-2,6-dione